C(C(=C)C)(=O)OC1C2CC3C(C(OC13)=O)C2C(=O)OC(C(F)(F)F)C(F)(F)F 9-(2,2,2-trifluoro-1-trifluoromethylethyloxycarbonyl)-4-oxatricyclo[4.2.1.03,7]nonan-5-on-2-yl methacrylate